CC(=O)O.CC(=O)O.C1=CC=C(C=C1)CNCCNCC2=CC=CC=C2 N,N'-dibenzyl ethylenediamine diacetate